CCOC(C(=C(C1=CC=CC=C1)C1=CC=CC=C1)C#N)=O 2-cyano-3,3-diphenylacrylic acid-2-ethyl ester